OC=1C=C(C=NC1)C#CC=1C=C(C(=O)O)C=C(C1)C(F)(F)F 3-[2-(5-Hydroxypyridin-3-yl)ethynyl]-5-(trifluoromethyl)benzoic acid